9,10-dibutoxy-anthracene C(CCC)OC=1C2=CC=CC=C2C(=C2C=CC=CC12)OCCCC